ClC1=NC=C(C(=C1)C1=C(C=NC(=C1)C)C(=O)NC=1SC(=NN1)OC[C@H]1CNCC1)OC |r| racemic-2'-chloro-5'-methoxy-6-methyl-N-(5-(pyrrolidin-3-ylmethoxy)-1,3,4-thiadiazol-2-yl)-(4,4'-bipyridine)-3-carboxamide